COC1=CC=C(CN2N=CC3=C(C2=O)C(=CN3CCOCCC(=O)OC(C)(C)C)C(F)(F)F)C=C1 tert-butyl 3-(2-(5-(4-methoxybenzyl)-4-oxo-3-(trifluoromethyl)-4,5-dihydro-1H-pyrrolo[2,3-d]pyridazin-1-yl)ethoxy)propanoate